ClC1=CC(=C(C=C1)C(CCCN(C)C)(O)C1=CC=C(C=C1)F)CO 1-(4-chloro-2-(hydroxymethyl)phenyl)-4-(dimethylamino)-1-(4-fluorophenyl)butan-1-ol